9-((1R,3r,5S)-8-oxabicyclo[3.2.1]oct-3-yl)-7-methyl-2-((7-methyl-[1,2,4]Triazolo[1,5-a]pyridin-6-yl)amino)-7,9-dihydro-8H-purin-8-one [C@H]12CC(C[C@H](CC1)O2)N2C1=NC(=NC=C1N(C2=O)C)NC=2C(=CC=1N(C2)N=CN1)C